1-((8-((3'-(2-fluoro-2-(4-formyl-3-methoxyphenyl)vinyl)-2,2'-dimethyl-[1,1'-biphenyl]-3-yl)amino)-1,7-naphthyridin-3-yl)methyl)piperidine-2-carboxylic acid FC(=CC=1C(=C(C=CC1)C1=C(C(=CC=C1)NC=1N=CC=C2C=C(C=NC12)CN1C(CCCC1)C(=O)O)C)C)C1=CC(=C(C=C1)C=O)OC